1,2-propylene glycol dibenzoate C(C1=CC=CC=C1)(=O)OCC(C)OC(C1=CC=CC=C1)=O